N-((6-(3-(4-chlorobenzyl)ureido)spiro[3.3]heptan-2-yl)methyl)-N,6-dimethylnicotinamide ClC1=CC=C(CNC(NC2CC3(CC(C3)CN(C(C3=CN=C(C=C3)C)=O)C)C2)=O)C=C1